C1(=CC=CC=C1)S(=O)(=O)N1C(C2=CC=C(C=C2C(=C1)CNCC1=C(C=C(C=C1)OC)OC)Br)=O 2-(benzenesulfonyl)-6-bromo-4-[[(2,4-dimethoxyphenyl)methylamino]methyl]isoquinolin-1-one